FC=1C(=NC=C(C1)F)CC1CC2(CN(C2)C(=O)N2CC3(C2)NC(COC3)=O)C1 2-[6-[(3,5-difluoro-2-pyridyl)methyl]-2-azaspiro[3.3]heptane-2-carbonyl]-8-oxa-2,5-diazaspiro[3.5]nonan-6-one